N-[3-[(1,3-Benzodioxol-5-yloxy)methyl]phenyl]-1-(2-methylpropyl)-5-oxo-3-pyrrolidinecarboxamide O1COC2=C1C=CC(=C2)OCC=2C=C(C=CC2)NC(=O)C2CN(C(C2)=O)CC(C)C